N-[4-ethoxycarbonylmethylthiazol-2-yl]-N'-[(4-methoxyphenyl)acryloyl]thiourea C(C)OC(=O)CC=1N=C(SC1)NC(=S)NC(C=CC1=CC=C(C=C1)OC)=O